6-Chloro-3-[[(1R)-1-[2-(3-cyanophenyl)-3-methyl-4-oxo-6-(trifluoromethyl)-chromen-8-yl]ethyl]amino]pyridine-2-carboxylic acid ClC1=CC=C(C(=N1)C(=O)O)N[C@H](C)C=1C=C(C=C2C(C(=C(OC12)C1=CC(=CC=C1)C#N)C)=O)C(F)(F)F